C(C)C1=NN=C(S1)C1=NC=C(C(=O)N([C@H]2CNCCC2)C2=NC=CC3=CC=CC(=C23)C)C=C1 (R)-6-(5-ethyl-1,3,4-thiadiazol-2-yl)-N-(8-methylisoquinolin-1-yl)-N-(piperidin-3-yl)nicotinamide